tert-butyl 6-((tert-butoxycarbonyl) amino)-7-fluoro-1H-indole-1-carboxylate C(C)(C)(C)OC(=O)NC1=CC=C2C=CN(C2=C1F)C(=O)OC(C)(C)C